Tert-butyl 3-(piperazine-1-yl)azetidine-1-carboxylate N1(CCNCC1)C1CN(C1)C(=O)OC(C)(C)C